3-iodo-8-isopropyl-6,7-dimethoxy-1,1-dimethyl-1H-dibenzo[a,d][7]annulene-2,10-dione IC=1C(C(C=2C(=CC3=C(C(C2)=O)C=C(C(=C3OC)OC)C(C)C)C1)(C)C)=O